(R)-3-(1-(6-(2-((3-Cyclopropoxy-1-(2,2-difluoroethyl)-1H-pyrazol-4-yl)amino)pyrimidin-4-yl)pyridin-2-yl)-1H-pyrazol-4-yl)-3-hydroxy-1-methylpyrrolidin-2-one C1(CC1)OC1=NN(C=C1NC1=NC=CC(=N1)C1=CC=CC(=N1)N1N=CC(=C1)[C@]1(C(N(CC1)C)=O)O)CC(F)F